ClC1=NC=C(C(=N1)NC1=C(C=CC=C1)C(C)=O)Cl 1-(2-((2,5-dichloropyrimidin-4-yl)amino)phenyl)ethan-1-one